4-(4-(2-methylbenzamido)naphthalene-1-sulfonylamino)-2-(4-propylpiperazin-1-yl)benzoic acid CC1=C(C(=O)NC2=CC=C(C3=CC=CC=C23)S(=O)(=O)NC2=CC(=C(C(=O)O)C=C2)N2CCN(CC2)CCC)C=CC=C1